2-((4-methylphenyl)ethynyl)aniline CC1=CC=C(C=C1)C#CC1=C(N)C=CC=C1